C(C1=CC=CC=C1)(=O)C1C(COC1)NC(N([C@@H](C)C1=CC=NC=C1)C)=O 3-(4-benzoyltetrahydrofuran-3-yl)-1-methyl-1-[(1S)-1-(4-pyridyl)ethyl]urea